3-[3,5-difluoro-4-[6-[[1-(2-hydroxyacetyl)-4-piperidyl]methyl]-2,6-diazaspiro[3.3]heptan-2-yl]anilino]piperidine-2,6-dione FC=1C=C(NC2C(NC(CC2)=O)=O)C=C(C1N1CC2(C1)CN(C2)CC2CCN(CC2)C(CO)=O)F